O=C1N(CCC(N1)=O)C1=C(CN2CCN(CC2)CC2=CC=C(C(=O)NC3=CC(=C(C=C3)C)NC3=NC=CC(=N3)C=3C=NC=CC3)C=C2)C=CC=C1 4-((4-(2-(2,4-dioxotetrahydropyrimidin-1(2H)-yl)benzyl)piperazin-1-yl)methyl)-N-(4-methyl-3-((4-(pyridin-3-yl)pyrimidin-2-yl)amino)phenyl)benzamide